7-phenylpyrido[2,3-d]pyrimidine-2,4(1H,3H)-dione C1(=CC=CC=C1)C=1C=CC2=C(NC(NC2=O)=O)N1